[K+].C(C(C)=C)S(=O)(=O)[O-] methallyl-sulfonate potassium salt